Cl.C1=NC=C2N1C1=C(N=C2)NC=C1 6H-imidazo[1,5-a]pyrrolo[2,3-e]pyrazine hydrochloride